4-cyclopentene-1,3-diol C1(CC(C=C1)O)O